C1=CC=C(C=C1)/C=C\2/C(O2)O epoxycinnamyl alcohol